4-(2-fluoro-4-methoxy-3-methylphenyl)-3-methyl-4-oxobutanoic acid FC1=C(C=CC(=C1C)OC)C(C(CC(=O)O)C)=O